N-(5-((hexahydropyrrolo[1,2-a]pyrazin-2(1H)-yl)methyl)pyridin-2-yl)pyrimidin C1C2N(CCN1CC=1C=CC(=NC1)N1CN=CC=C1)CCC2